6-Chloro-4-(6-(2,5-difluorophenyl)-6-(1-methyl-2-oxo-1,2-dihydropyridin-3-yl)hexa-1,3-diyn-1-yl)-1H-pyrrole ClC(CC#CC#CC=1C=CNC1)(C=1C(N(C=CC1)C)=O)C1=C(C=CC(=C1)F)F